2-acetamido-N-(3-((3-chloro-5-(trifluoromethyl)pyridin-2-yl)amino)propyl)isonicotinamide C(C)(=O)NC=1C=C(C(=O)NCCCNC2=NC=C(C=C2Cl)C(F)(F)F)C=CN1